2-(2-bromo-phenyl)-2,2-difluoroethanol BrC1=C(C=CC=C1)C(CO)(F)F